6-(4-(1-(5-chloropyridin-2-yl)-3,3-dimethyl-2,3-dihydro-1H-pyrrolo[3,2-b]pyridine-5-carbonyl)-3,3-dimethylpiperazin-1-yl)-2,4-dimethylnicotinic acid methyl ester COC(C1=C(N=C(C=C1C)N1CC(N(CC1)C(=O)C1=CC=C2C(=N1)C(CN2C2=NC=C(C=C2)Cl)(C)C)(C)C)C)=O